CC(CCCCCC/C=C\\CCCCCCCC(=O)[O-])O[C@H]1[C@@H]([C@H]([C@@H]([C@H](O1)CO)O)O)O[C@H]2[C@@H]([C@H]([C@@H]([C@H](O2)CO)O)O)O The molecule is a monounsaturated fatty acid anion resulting from the deprotonation of the carboxy group of (9Z)-17-hydroxyoctadec-9-enoic acid 17-O-sophoroside. The major species at pH 7.3 It is a conjugate base of a (9Z)-17-hydroxyoctadec-9-enoic acid 17-O-sophoroside.